2-(3-methyl-3-(p-toluenesulfonyl)butyl)isoindole-1,3-dione CC(CCN1C(C2=CC=CC=C2C1=O)=O)(C)S(=O)(=O)C1=CC=C(C)C=C1